3-{(1S)-2-cyano-1-[4-(7H-pyrrolo[2,3-d]pyrimidin-4-yl)-1H-pyrazol-1-yl]ethyl}benzonitrile trifluoroacetate FC(C(=O)O)(F)F.C(#N)C[C@H](N1N=CC(=C1)C=1C2=C(N=CN1)NC=C2)C=2C=C(C#N)C=CC2